3-ethyl-N-(8-fluoro-2-oxo-3,4-dihydro-1H-quinolin-6-yl)pyridine-4-carboxamide C(C)C=1C=NC=CC1C(=O)NC=1C=C2CCC(NC2=C(C1)F)=O